5H-dibenzo[b,f]azepine-5-formamide C1=CC=CC=2N(C3=C(C=CC21)C=CC=C3)C(=O)N